N-[[6-[(3-Fluorophenyl)methoxy]-2-pyridyl]sulfonyl]-2-(2,2,4-trimethylpyrrolidin-1-yl)pyridin-3-carboxamid FC=1C=C(C=CC1)COC1=CC=CC(=N1)S(=O)(=O)NC(=O)C=1C(=NC=CC1)N1C(CC(C1)C)(C)C